OCCC=1N=C2N(C=CC(=C2)C2=C(C=CC3=CC=CC=C23)O)C1 1-(2-(2-hydroxyethyl)imidazo[1,2-a]pyridin-7-yl)naphthalen-2-ol